BrC=1C=C2C(=NN(C2=C2C1OC=C2)C)COC2=C(C=CC=C2)CC(=O)OC(C)(C)C tert-butyl 2-(2-((5-bromo-1-methyl-1H-furo[2,3-g]indazol-3-yl)methoxy)phenyl)acetate